threonineal N[C@@H]([C@H](O)C)C=O